ClC=1C(=NC=CC1)N1C(N=C(C2=CC=C(C=C12)C(C)(F)F)NC)=O 1-(3-chloropyridin-2-yl)-7-(1,1-difluoroethyl)-4-(methylamino)-quinazolin-2(1H)-one